8-fluoro-2-methyl-2,3,4,5-tetrahydro-1H-benzofuro[2,3-c]azepine FC1=CC2=C(C=C1)C1=C(CN(CCC1)C)O2